N1C=CC2=NC=C(C=C21)C2=CC=CC(=N2)C(=O)N 6-(1H-pyrrolo[3,2-b]pyridin-6-yl)picolinamide